1-(4-(aminomethyl)benzyl)pyridin-2(1H)-one NCC1=CC=C(CN2C(C=CC=C2)=O)C=C1